4-methoxy-3-(trifluoromethoxy)aniline COC1=C(C=C(N)C=C1)OC(F)(F)F